4-bromo-2,6-dimethylphenol BrC1=CC(=C(C(=C1)C)O)C